NC=1C=C(C(=O)N)C=CC1N1CCNCC1 3-amino-4-(piperazine-1-yl)benzamide